COC1=CC2=C(OCCN2C)C=C1[N+](=O)[O-] 6-methoxy-4-methyl-7-nitro-3,4-dihydro-2H-benzo[b][1,4]oxazine